4,4-difluoro-N-(6-(thiazol-5-yl)isoquinolin-3-yl)cyclohexane-1-carboxamide FC1(CCC(CC1)C(=O)NC=1N=CC2=CC=C(C=C2C1)C1=CN=CS1)F